4-[2-(5-bromo-3-ethylsulfonyl-2-pyridinyl)hydrazino]-6-(trifluoromethyl)pyridine-3-carboxylic acid BrC=1C=C(C(=NC1)NNC1=C(C=NC(=C1)C(F)(F)F)C(=O)O)S(=O)(=O)CC